C1(=CC=CC2=CC=CC=C12)[C@H]([C@H](C)O)O (1R,2S)-1-naphthyl-1,2-propanediol